CC(CN)CCCN 2-methyl-1,5-pentylenediamine